2-(((R)-3-((3-((4-cyano-2-fluorobenzyl)oxy)phenyl)amino)pyrrolidin-1-yl)methyl)-1-(((S)-oxetan-2-yl)methyl)-1H-benzo[d]imidazole-6-carboxylic acid C(#N)C1=CC(=C(COC=2C=C(C=CC2)N[C@H]2CN(CC2)CC2=NC3=C(N2C[C@H]2OCC2)C=C(C=C3)C(=O)O)C=C1)F